3-fluoro-4-methylsulfonyl-aniline FC=1C=C(N)C=CC1S(=O)(=O)C